2,4,5-Tribromonicotinaldehyde BrC1=C(C=O)C(=C(C=N1)Br)Br